[C-]1(C=CC=C1)B(O)O.[CH-]1C=CC=C1.[Fe+2] ferroceneboronic Acid